(1-benzyl-4-ethyl-3,6-dihydro-2H-pyridin-5-yl) trifluoromethanesulfonate FC(S(=O)(=O)OC1=C(CCN(C1)CC1=CC=CC=C1)CC)(F)F